NC=1N=NC(=CC1N1CC2CCC(C1)C2NC(OC(C)(C)C)=O)Cl tert-Butyl N-[3-(3-amino-6-chloro-pyridazin-4-yl)-3-azabicyclo[3.2.1]octan-8-yl]carbamate